COC1=CC=C(C=C1)C1SC2=C(NC(C1=O)=O)C=CC=C2 2-(4-methoxyphenyl)-1,5-benzothiazepine-3,4(2H,5H)-dione